4-((5-chlorobenzo[d]thiazol-2-yl)methyl)-N-hydroxy-3-oxo-3,4-dihydro-2H-benzo[b][1,4]oxazine-6-carboxamide ClC=1C=CC2=C(N=C(S2)CN2C3=C(OCC2=O)C=CC(=C3)C(=O)NO)C1